ClC=1N=CN2C1N=NN(C2=O)CC#C 8-chloro-3-(prop-2-yn-1-yl)imidazo[5,1-d][1,2,3,5]tetrazin-4(3H)-one